cis-8-dimethylamino-3-(3-fluorophenyl)-8-phenyl-1,3-diazaspiro[4.5]decan-2-one CN(C1(CCC2(CN(C(N2)=O)C2=CC(=CC=C2)F)CC1)C1=CC=CC=C1)C